C(C)(C)(C)OC(=O)N1[C@@H]2[C@@H]([C@@H](C[C@H]1CC2)OC=2N=NC(=CC2)C2=C(C=C(C=C2)Cl)OCOC)F |r| rac-(1S,2S,3R,5R)-3-(6-(4-chloro-2-(methoxymethoxy)phenyl)pyridazin-3-yloxy)-2-fluoro-8-azabicyclo[3.2.1]octane-8-carboxylic acid tert-butyl ester